C(CCCCCCCCCCCCC#CCCC)(=O)O 14-octadecynic acid